5-(4-formylphenyl)-N-(4-(hydroxymethyl)-3-nitrophenyl)pentanamide (R)-5-Carbamoyl-pyridin-3-yl-2-methyl-4-(2-methyl-3-(trifluoromethyl)benzyl)piperazine-1-carboxylate C(N)(=O)C=1C=C(C=NC1)OC(=O)N1[C@@H](CN(CC1)CC1=C(C(=CC=C1)C(F)(F)F)C)C.C(=O)C1=CC=C(C=C1)CCCCC(=O)NC1=CC(=C(C=C1)CO)[N+](=O)[O-]